(1,4-dioxan-2-yl)-N-{6-[(3-ethyl-1H-pyrazol-5-yl)amino]-5-methoxy-1,2-benzoxazol-3-yl}-2,6-dimethoxybenzene-1-sulfonamide O1C(COCC1)C=1C(=C(C(=CC1)OC)S(=O)(=O)NC1=NOC2=C1C=C(C(=C2)NC2=CC(=NN2)CC)OC)OC